ClC1=CC=C(C=N1)CN1C=CC=C2C1=NC(N(C2=O)C2=CC=C(C=C2)S(=O)(=O)C)=O 8-((6-chloropyridin-3-yl)methyl)-3-(4-(methylsulfonyl)phenyl)pyrido[2,3-d]pyrimidine-2,4(3H,8H)-dione